4-(3-chloro-4-fluorophenyl)-1-methyl-1H-1,2,3-triazole-5-carboxylic acid ClC=1C=C(C=CC1F)C=1N=NN(C1C(=O)O)C